C1(=CC=CC=C1)C(CC)S(=O)(=O)O phenylpropanesulfonic acid